N1(CCC1)C1=NC2=CC=CC=C2C=C1 2-(azetidin-1-yl)quinolin